ClC=1C(=NC(=NC1)NC1=C(C=C(C=C1)N1CCC(CC1)N1C[C@H](N([C@H](C1)C)C)C)OC(F)F)NC1=C(SC=C1)C(=O)N 3-((5-chloro-2-((2-(difluoromethoxy)-4-(4-((3R,5S)-3,4,5-trimethylpiperazin-1-yl)piperidin-1-yl)phenyl)amino)pyrimidin-4-yl)amino)thiophene-2-carboxamide